ClC1=NN(C=C1CNC1=C2C(N(C(C2=CC=C1)=O)C1C(NC(CC1)=O)=O)=O)C1CCN(CC1)C(=O)OC(C)(C)C tert-Butyl 4-(3-chloro-4-(((2-(2,6-dioxopiperidin-3-yl)-1,3-dioxoisoindolin-4-yl)amino)methyl)-1H-pyrazol-1-yl)piperidine-1-carboxylate